FC=1C(=C(C=CC1F)[C@@H]1[C@@H](O[C@]([C@@H]1C)(C(F)(F)F)C)C(=O)NC1=NC=CC(=C1)C(=O)N)OC 2-[[(2R,3R,4R,5R)-3-(3,4-Difluoro-2-methoxy-phenyl)-4,5-dimethyl-5-(trifluoromethyl)tetrahydrofuran-2-carbonyl]amino]pyridin-4-carboxamid